C1NCCC2=C(C=CC=C12)NC1CCN(CC1)C1=CC=C(NC2C(NC(CC2)=O)=O)C=C1 3-[4-[4-(1,2,3,4-tetrahydroisoquinolin-5-ylamino)-1-piperidinyl]anilino]piperidine-2,6-dione